(1-(3-chloropropionyl)piperidin-4-yl)carbamic acid tert-butyl ester C(C)(C)(C)OC(NC1CCN(CC1)C(CCCl)=O)=O